(R)-1-(6-oxo-5-(trifluoromethyl)-1,6-dihydropyridazin-4-yl)pyrrolidin O=C1C(=C(C=NN1)N1CCCC1)C(F)(F)F